FC1(C(C(C1(F)F)(C(F)(F)F)F)(F)F)C(F)(F)F Perfluoro-1,3-dimethylcyclobutane